4-(1-(4-Methoxybenzyl)-1H-indazol-5-yloxy)-3-methylaniline COC1=CC=C(CN2N=CC3=CC(=CC=C23)OC2=C(C=C(N)C=C2)C)C=C1